FC(OC1=NC(=CC=C1NC(=O)C1(CN(C1)C=1N=CC=NC1)C1=C(C=CC=C1)C(C)C)C)F 5-(3-((2-(Difluoromethoxy)-6-methylpyridin-3-yl)carbamoyl)-3-(2-isopropylphenyl)azetidin-1-yl)pyrazin